ClC1=NN=C2N1C1=CC=C(C=C1C(=N2)N(C)C2=CC(=CC=C2)C2=C(C=C(C=C2)C(F)(F)F)F)F chloro-7-fluoro-N-[3-[2-fluoro-4-(trifluoromethyl)phenyl]phenyl]-N-methyl-[1,2,4]triazolo[4,3-a]quinazolin-5-amine